N,N,N-trimethyl-6-oxohexan-1-aminium trifluoroacetate FC(C(=O)[O-])(F)F.C[N+](CCCCCC=O)(C)C